C(CC)C=1OC2=C(N1)C=CC(=C2)NC(=O)NC2=CC=C(C=C2)OC(F)(F)F 1-(2-propylbenzo[d]oxazol-6-yl)-3-(4-(trifluoromethoxy)phenyl)urea